NN1C(=NC(=C1C(N)=O)C1=CC=C(C=C1)C(NC1=NC=CC(=C1)F)=O)[C@H]1N(CCC1)C(=O)OC(C)(C)C (S)-tert-butyl 2-(1-amino-5-carbamoyl-4-(4-((4-fluoropyridin-2-yl)carbamoyl)phenyl)-1H-imidazol-2-yl)pyrrolidine-1-carboxylate